N1=CC=C2OC[C@@H](CN21)O (R)-6,7-dihydro-5H-pyrazolo[5,1-b][1,3]oxazin-6-ol